NCC(CCN(C1=C2CN(C(C2=CC=C1)=O)C1C(NC(CC1)=O)=O)CCCCN)(C)C 3-(4-((4-amino-3,3-dimethylbutyl)(4-aminobutyl)amino)-1-oxoisoindolin-2-yl)piperidine-2,6-dione